NC=1C=2N(C=CN1)C(=NC2C2=CC=C(C=C2)OCC2=CC=CC=C2)[C@H]2N(CCC2)C(C=C)=O (S)-1-(2-(8-amino-1-(4-(benzyloxy)phenyl)imidazo[1,5-a]pyrazin-3-yl)pyrrolidin-1-yl)prop-2-en-1-one